C(CCCCC)[NH+]1CCCC1 1-Hexyl-pyrrolidinium